N-(2-(dicyclopropylmethyl)-3-oxoisoindolin-4-yl)-6,7-dihydro-5H-cyclopenta[b]pyridine-4-carboxamide C1(CC1)C(N1CC2=CC=CC(=C2C1=O)NC(=O)C1=C2C(=NC=C1)CCC2)C2CC2